7-((adamantan-1-yl)(methyl)amino)-N-(1-(2,6-dioxopiperidin-3-yl)-3-methyl-2-oxo-2,3-dihydro-1H-benzo[d]imidazol-4-yl)heptylamide C12(CC3CC(CC(C1)C3)C2)N(C(CCCCCC[NH-])C2=CC=CC=3N(C(N(C32)C)=O)C3C(NC(CC3)=O)=O)C